dodecan-12-ol CCCCCCCCCCCCO